O=C1N(CC2=C3C(=CC=C12)C1(CCN(CC1)CC1=CC=NC2=CC=CC=C12)CO3)C3C(NC(CC3)=O)=O 3-(6-oxo-1'-(quinolin-4-ylmethyl)-6,8-dihydro-2H,7H-spiro[furo[2,3-e]isoindole-3,4'-piperidin]-7-yl)piperidine-2,6-dione